2-[[(2-ethylhexyl)oxy]methyl]oxirane C(C)C(COCC1OC1)CCCC